3-(N-aminomethylbenzylamino)propyltrimethoxysilane NCN(CCC[Si](OC)(OC)OC)CC1=CC=CC=C1